CC1=CC=C2C=CC=C(C2=C1)B(O)O 7-METHYL-1-NAPHTHALENEBORONIC ACID